bis(3-t-butoxyphenyl)phenyl-sulfonium C(C)(C)(C)OC=1C=C(C=CC1)[S+](C1=CC=CC=C1)C1=CC(=CC=C1)OC(C)(C)C